CC/C=C/CC/C=C/C=O 2-Trans-6-Trans-Nonadienal